1-(3-(1-(4-fluorophenyl)-6-methyl-1H-indazol-5-yl)-3-(3-(trifluoromethyl)benzyl)pyrrolidin-1-yl)ethan-1-one FC1=CC=C(C=C1)N1N=CC2=CC(=C(C=C12)C)C1(CN(CC1)C(C)=O)CC1=CC(=CC=C1)C(F)(F)F